C(C1=CC=CC=C1)N1CCC2(CCN(CC2)S(=O)(=O)C=2C=CC(=NC2)N2C(OCC2)=O)CC1 3-(5-((9-Benzyl-3,9-diazaspiro[5.5]undecan-3-yl)sulfonyl)pyridin-2-yl)oxazolidin-2-one